4-[3-[[4-[(E)-2-(3-amino-6-chloro-pyridazin-4-yl)vinyl]-2-pyridinyl]oxy]cyclobutoxy]piperidine-1-carboxylic acid tert-butyl ester C(C)(C)(C)OC(=O)N1CCC(CC1)OC1CC(C1)OC1=NC=CC(=C1)\C=C\C1=C(N=NC(=C1)Cl)N